ClC1=C(N=C(C=2C(N3[C@@H](COC21)CN(CC3)C(=O)OC(C)(C)C)=O)N[C@H](C)C3=CC=CC=C3)C3=C(C=CC=C3O)F tert-butyl (6aR)-4-chloro-3-(2-fluoro-6-hydroxyphenyl)-12-oxo-1-(((R)-1-phenylethyl)amino)-6a,7,9,10-tetrahydro-12H-pyrazino[2,1-c]pyrido[3,4-f][1,4]oxazepine-8(6H)-carboxylate